ClC1=CC(=C2C=NNC2=C1)C1=CC=C(C=C1)S(=O)(=O)C 6-chloro-4-(4-(methylsulfonyl)phenyl)-1H-indazole